C1(CC1)C(=O)C1=C(C(=CC=C1)C(C)C)O cyclopropyl-(2-hydroxy-3-isopropylphenyl)methanone